C(C)(C)(C)OC(=O)N1C[C@@H]2C[C@@H]([C@H](C1)N2C(C)(C)C2=CC=CC=C2)F (1S,5S,6S)-6-fluoro-8-(2-phenylpropan-2-yl)-3,8-diazabicyclo[3.2.1]octane-3-carboxylic acid tert-butyl ester